(1S)-1-cyclobutylethanamine hydrochloride Cl.C1(CCC1)[C@H](C)N